CN1N=NN=C1NC(C1=C(N=C(C(=C1)C=C)C(F)(F)F)OCC1=NN=NN1C)=O N-(1-methyl-1H-tetrazol-5-yl)-2-((1-methyl-1H-tetrazol-5-yl)methoxy)-6-(trifluoromethyl)-5-vinylnicotinamide